2-(1-(4-(4-Carboxyphenyl)-1H-pyrazol-1-yl)-2-((1S*,2R*)-2-(isoindoline-2-carbonyl)cyclopropyl)ethyl)-5-(5-chloro-2-(1H-tetrazol-1-yl)phenyl)pyridine 1-oxide C(=O)(O)C1=CC=C(C=C1)C=1C=NN(C1)C(C[C@H]1[C@@H](C1)C(=O)N1CC2=CC=CC=C2C1)C1=[N+](C=C(C=C1)C1=C(C=CC(=C1)Cl)N1N=NN=C1)[O-] |o1:16,17|